BrC1=CC2=C(C3=CC=C(C=C3C(=C2C=C1)C1=CC=CC=C1)Br)C1=CC=CC=C1 2,6-dibromo-9,10-diphenylanthracene